C1=CC=CC=2C3=CC=CC=C3C(C12)COC(=O)N[C@@H](CCC(=O)O)C(=O)OC(C)(C)C N-(9-fluorenylmethoxycarbonyl)-O-tert-butyl-L-glutamic acid